C=C(C(=O)O)CC(OC1(CCC1)C1=NC=C(N=C1)C(F)(F)F)=O 2-methylene-4-oxo-4-(1-(5-(trifluoromethyl)pyrazin-2-yl)cyclobutoxy)butanoic acid